C(#N)C=1C=CC(=C2N=CC=NC12)N1C[C@@H]([C@@H](C1)C)NC(C[C@H]1C(CN(CC1)C)(F)F)=O N-[(3R,4R)-1-(8-cyanoquinoxalin-5-yl)-4-methylpyrrolidin-3-yl]-2-[(4S)-3,3-difluoro-1-methylpiperidin-4-yl]acetamide